2-isocyanatoethyl acrylate (2-Isocyanatoethylacrylate) N(=C=O)CCC(C(=O)O)=C.C(C=C)(=O)OCCN=C=O